OCC#CCOCCC(=O)N1CN(CN(C1)C(CCOCC#CCO)=O)C(CCOCC#C)=O 1-[3,5-Bis[3-(4-hydroxybut-2-ynoxy)propanoyl]-1,3,5-triazinan-1-yl]-3-prop-2-ynoxy-propan-1-one